COC(=O)C1CC2=C(SC(=C2C(C2=C(C=CC=C2)OC)=O)N)C1 2-amino-3-(2-methoxybenzoyl)-4H,5H,6H-cyclopenta[b]thiophene-5-carboxylic acid methyl ester